(S)-3-(4-(7-chloro-3-(1-methylpiperidin-4-yl)-2-oxo-2,3-dihydro-1H-benzo[d]imidazol-1-yl)phenyl)-2-(2-chloro-6-fluorobenzamido)propanoic acid ClC1=CC=CC2=C1N(C(N2C2CCN(CC2)C)=O)C2=CC=C(C=C2)C[C@@H](C(=O)O)NC(C2=C(C=CC=C2F)Cl)=O